2-methyl-3-(1-((4-methyl-7-(methylamino)-6-(morpholine-4-carbonyl)phthalazin-1-yl)amino)ethyl)benzonitrile CC1=C(C#N)C=CC=C1C(C)NC1=NN=C(C2=CC(=C(C=C12)NC)C(=O)N1CCOCC1)C